Cl.C(OCCNC(C(C(C)O)N)=O)(OC1=CC=C(C=C1)C=CC1=CC(=CC(=C1)OC)OC)=O (E)-2-(2-amino-3-hydroxybutanamido)ethyl (4-(3,5-dimethoxystyryl)phenyl) carbonate Hydrochloride